Cl.Cl.ClC1=C2CNCC2=CC(=C1OCCCOC=1C(=C2CNCC2=CC1OC)F)OC 4-chloro-5-(3-((4-fluoro-6-methoxyisoindolin-5-yl)oxy)propoxy)-6-methoxyisoindoline dihydrochloride